ClC=1C=C(C=C(C1)Cl)C=1N=CC=C2C(=CC=NC12)N(C)C 8-(3,5-Dichlorophenyl)-4-(dimethylamino)-1,7-naphthyridine